tert-butyl ((1S,2R,4s,7R)-1-hydroxy-2-((R)-5H-imidazo[5,1-a]isoindol-5-yl)spiro[3.5]nonan-7-yl)carbamate O[C@H]1[C@H](CC12CCC(CC2)NC(OC(C)(C)C)=O)[C@H]2N1C(C3=CC=CC=C23)=CN=C1